(S*)-(4-fluoro-10,11-dihydrodibenzo[b,f]oxepin-10-yl)methanamine FC1=CC=CC2=C1OC1=C([C@H](C2)CN)C=CC=C1 |o1:10|